tert-Butyl (6R)-3-(2,5-bis(benzyloxy)-1,1-difluoropentyl)-6-methyl-2,4,6,7-tetrahydro-5H-pyrazolo[4,3-c]pyridine-5-carboxylate C(C1=CC=CC=C1)OC(C(F)(F)C=1NN=C2C1CN([C@@H](C2)C)C(=O)OC(C)(C)C)CCCOCC2=CC=CC=C2